FC=1C(=C(C=CC1)NC1=C(NC2=C1C(NCC21CCN(CC1)C(C=C)=O)=O)C1=NC=NC=C1)OC 3'-[(3-fluoro-2-methoxyphenyl)amino]-1-(prop-2-enoyl)-2'-(pyrimidin-4-yl)-5',6'-dihydro-1'H-spiro[piperidine-4,7'-pyrrolo[3,2-c]pyridin]-4'-one